{4-[(3S)-3-{[(1R)-1-(naphthalen-1-yl)ethyl]amino}tetrahydro-1H-pyrrol-1-yl]-2-(propyloxy)phenyl}acetic acid C1(=CC=CC2=CC=CC=C12)[C@@H](C)N[C@@H]1CN(CC1)C1=CC(=C(C=C1)CC(=O)O)OCCC